CN(C(CN1CCC(CC1)C=1C=CC=2N(C1)C(=C(N2)CCC(=O)N)N(C)C=2SC=C(N2)C2=CC=C(C=C2)F)=O)C 3-(6-(1-(2-(dimethylamino)-2-oxoethyl)piperidin-4-yl)-3-((4-(4-fluorophenyl)thiazol-2-yl)(methyl)amino)imidazo[1,2-a]pyridin-2-yl)propanamide